C(C)(C)(C)OC(=O)N([C@H](C(=O)O)CC=1C(=NC=C(C1)Cl)OC1CC1)C (S)-2-((tert-butoxycarbonyl)(methyl)amino)-3-(5-chloro-2-cyclopropoxypyridin-3-yl)propanoic acid